CC(CCCCCCCCCCCC)O 2-tetradecanol